BrC=1N=C(C(=NC1)N(C(OC(C)(C)C)=O)C(=O)OC(C)(C)C)C1=CC(=NO1)C1=C(C=C(C=C1)[N+](=O)[O-])F tert-butyl (5-bromo-3-(3-(2-fluoro-4-nitrophenyl)isoxazol-5-yl)pyrazin-2-yl)(tert-butoxycarbonyl)carbamate